ethylene glycol (dipropionate) C(CC)(=O)OCCOC(CC)=O